CC(=O)/C=C/C1C(C)=CCCC1(C)C α-IONONE